ClC1=CC=C(CN2[C@H]3CC(C[C@@H]2CC3)N3C=CC=2C3=NC(=CC2)C(=O)N)C=C1 ((1R,3s,5S)-8-(4-chlorobenzyl)-8-azabicyclo[3.2.1]oct-3-yl)-1H-pyrrolo[2,3-b]pyridine-6-carboxamide